(6-((2-amino-6-methylphenyl)amino)-1H-pyrrolo[2,3-b]pyridin-3-yl)(3,5-dimethoxyphenyl)methanone NC1=C(C(=CC=C1)C)NC1=CC=C2C(=N1)NC=C2C(=O)C2=CC(=CC(=C2)OC)OC